N1C=C(C=2C1=NC=CC2)CN2N=CC1=C(C2=O)N(C2=C1CCN(C2)S(=O)(=O)C)C 3-((1H-pyrrolo[2,3-b]pyridin-3-yl)methyl)-5-methyl-7-(methylsulfonyl)-3,5,6,7,8,9-hexahydro-4H-pyrido[4',3':4,5]pyrrolo[2,3-d]pyridazin-4-one